2-(3,5-dichloro-4-(4-hydroxy-3-isopropylbenzyl)-2-methoxyphenoxy)acetic acid ethyl ester C(C)OC(COC1=C(C(=C(C(=C1)Cl)CC1=CC(=C(C=C1)O)C(C)C)Cl)OC)=O